(1S,4s)-4-(4-(((R)-1-(3-(1,1-difluoro-2-hydroxyethyl)-2-fluorophenyl)ethyl)amino)-2-methyl-8,9-dihydrofuro[2,3-h]quinazolin-6-yl)-4-hydroxy-N-methylcyclohexane-1-carboxamide FC(CO)(F)C=1C(=C(C=CC1)[C@H](C)NC1=NC(=NC2=C3C(=C(C=C12)C1(CCC(CC1)C(=O)NC)O)OCC3)C)F